2-[6-amino-5-[8-[2-[3-(4,4-difluoroazepan-1-yl)prop-1-ynyl]-4-pyridinyl]-3,8-diazabicyclo[3.2.1]oct-3-yl]pyridazin-3-yl]phenol NC1=C(C=C(N=N1)C1=C(C=CC=C1)O)N1CC2CCC(C1)N2C2=CC(=NC=C2)C#CCN2CCC(CCC2)(F)F